2-cyano-3-cyclopropyl-N-(1-(5-(2-methyl-4-phenoxyphenyl)-4-oxo-4,5-dihydro-3H-1-thia-3,5,8-triazaacenaphthylene-2-carbonyl)pyrrolidin-3-yl)acrylamide C(#N)C(C(=O)NC1CN(CC1)C(=O)C=1SC=2N=CC=C3N(C(NC1C23)=O)C2=C(C=C(C=C2)OC2=CC=CC=C2)C)=CC2CC2